N1C(CCC1)CNS(=O)(=O)C N-(pyrrolidin-2-ylmethyl)methanesulphonamide